B(C1=CC=C(C=C1)S(=O)(=O)NC(=O)CC)(O)O 4-(N-PROPIONYLSULFAMOYL)PHENYLBORONIC ACID